(S)-5-(trifluoromethyl)-1-(1-(trifluoromethyl)-1,2,3,4-tetrahydroisoquinolin-5-yl)-N-(2-(trifluoromethyl)pyridin-4-yl)-1H-pyrazole-4-carboxamide FC(C1=C(C=NN1C1=C2CCN[C@@H](C2=CC=C1)C(F)(F)F)C(=O)NC1=CC(=NC=C1)C(F)(F)F)(F)F